(1S,4s)-4-(2-((R)-1-hydroxybutan-2-ylamino)-8-(2,4,6-trichlorophenylamino)-9H-purin-9-yl)cyclohexanecarboxamide OC[C@@H](CC)NC1=NC=C2N=C(N(C2=N1)C1CCC(CC1)C(=O)N)NC1=C(C=C(C=C1Cl)Cl)Cl